C(C)O[Si](CCC[Si](OC)(OC)OC)(OCC)OCC 3-(triethoxysilyl)propyltrimethoxysilane